C(C)(=O)O[C@H]1[C@H](O[C@H]([C@@H]1OC(C)=O)N1C=2N=C(NC(C2N=C1OCC1=CC=CC=C1)=O)N)COC(C)=O (2R,3S,4R,5R)-2-(acetoxymethyl)-5-(2-amino-8-(benzyloxy)-6-oxo-1,6-dihydro-9H-purin-9-yl)tetrahydrofuran-3,4-diyl diacetate